[Si](C1=CC=CC=C1)(C1=CC=CC=C1)(C(C)(C)C)OC[C@@H]1CC[C@]2(CCCN12)COC=1N=C(C2=C(N1)CNCC2)N2C[C@@](CCC2)(O)C (R)-1-(2-(((3S,7aR)-3-(((tert-butyldiphenylsilyl)oxy)methyl)hexahydro-1H-pyrrolizin-7a-yl)methoxy)-5,6,7,8-tetrahydropyrido[3,4-d]pyrimidin-4-yl)-3-methylpiperidin-3-ol